COC1=C(C=CC=C1)C1=NN=C2SC(=NN21)C2=CC=C(N(C)C)C=C2 4-(3-(2-methoxyphenyl)-[1,2,4]triazolo[3,4-b][1,3,4]thiadiazol-6-yl)-N,N-dimethylaniline